CN(CCNC=1C(=CC(=C(C1)NC1=NC=CC(=N1)C=1C=NN2C1C=CC=C2)OC)NC)C N'-(2-dimethylaminoethyl)-5-methoxy-N1-methyl-N4-(4-pyrazolo[1,5-a]pyridin-3-ylpyrimidin-2-yl)benzene-1,2,4-triamine